5-diethylaminoaniline C(C)N(C=1C=CC=C(N)C1)CC